phospho-amide P(=O)(=O)[NH-]